2-(3,5-dichloro-4-((5-isopropyl-2,4-dioxo-3,4-dihydropyrimidin-1(2H)-yl)methyl)phenyl)-3,5-dioxo-2,3,4,5-tetrahydro-1,2,4-triazine-6-carbonitrile ClC=1C=C(C=C(C1CN1C(NC(C(=C1)C(C)C)=O)=O)Cl)N1N=C(C(NC1=O)=O)C#N